CN1C(C=CC1=O)=O N-Methylmaleimide